C(C)CC(CC(=O)[O-])=O.C(CCCCC)CC(CC(=O)[O-])=O.C(CCCCC)CC(CC(=O)[O-])=O.[Al+3] aluminum bis(hexyl acetoacetate) mono(ethyl acetoacetate)